C(C)(=O)C1=NN(C2=CC=C(C=C12)C=1C=NC=2N(C1)N=CC2)CC(=O)N2[C@@H]1C[C@@H]1C[C@H]2C(=O)NCC2=C(C(=CC=C2)Cl)F (1R,3S,5R)-2-(2-(3-acetyl-5-(pyrazolo[1,5-a]pyrimidin-6-yl)-1H-indazol-1-yl)acetyl)-N-(3-chloro-2-fluorobenzyl)-2-azabicyclo[3.1.0]hexane-3-carboxamide